6-ethoxy-N-((R)-2-hydroxy-2-((S)-1,2,3,4-tetrahydroisoquinolin-3-yl)ethyl)-2-(naphthalen-1-ylmethyl)-1-oxoisoindoline-5-carboxamide hydrochloride Cl.C(C)OC1=C(C=C2CN(C(C2=C1)=O)CC1=CC=CC2=CC=CC=C12)C(=O)NC[C@H]([C@H]1NCC2=CC=CC=C2C1)O